5-((6-fluoro-5-(1-methyl-1H-indol-5-yl)-1H-benzo[d]imidazol-2-yl)oxy)-2-methylbenzoic acid FC=1C(=CC2=C(NC(=N2)OC=2C=CC(=C(C(=O)O)C2)C)C1)C=1C=C2C=CN(C2=CC1)C